CN(C(=O)C1=CC=C(C=C1)N1CCN(CCC1)C(=O)OC(C)(C)C)C tert-butyl 4-(4-(dimethylcarbamoyl) phenyl)-1,4-diazacycloheptane-1-carboxylate